tert-butyl 3-[3-(6-cyano-5-methylthiopyridin-3-yl)-5,5-dimethyl-4-oxo-2-thioxo-imidazolidin-1-yl]propanoate C(#N)C1=C(C=C(C=N1)N1C(N(C(C1=O)(C)C)CCC(=O)OC(C)(C)C)=S)SC